C(C)C=1C(=CC=C2C=C(C=C(C12)C1=CC=C2C(=NC(=NC2=C1F)OC[C@]12CCCN2C[C@@H](C1)F)N1CCOCC(C1)(O)C)O)F 4-(7-(8-ethyl-7-fluoro-3-hydroxynaphthalen-1-yl)-8-fluoro-2-(((2R,7aS)-2-fluorotetrahydro-1H-pyrrolizin-7a(5H)-yl)methoxy)quinazolin-4-yl)-6-methyl-1,4-oxazepan-6-ol